6-(2-chloro-5-fluorophenyl)-5-(3-fluoro-5-(trifluoromethyl)benzamido)-6-hydroxy-8-oxo-1,6,7,8-tetrahydropyrrolo[3,4-g]indazole-3-carboxamide ClC1=C(C=C(C=C1)F)C1(NC(C=2C1=C(C=C1C(=NNC21)C(=O)N)NC(C2=CC(=CC(=C2)C(F)(F)F)F)=O)=O)O